O=S.[Ga].[Fe] iron gallium oxysulfide